7-(6,8-dimethylimidazo[1,2-a]pyrazin-2-yl)-5-fluoro-3-(piperidin-4-yl)cinnoline hydrochloride Cl.CC=1N=C(C=2N(C1)C=C(N2)C2=CC(=C1C=C(N=NC1=C2)C2CCNCC2)F)C